4-(2-methoxy-2-oxo-ethyl)-3-oxo-piperazine-1-carboxylic acid tert-butyl ester C(C)(C)(C)OC(=O)N1CC(N(CC1)CC(=O)OC)=O